O=C1C[C@H]([C@@H](N1)C1=CC=CC=C1)NC(=O)C1CC1 N-(trans-5-oxo-2-phenylpyrrolidin-3-yl)cyclopropanecarboxamide